CNC=1C=CC=2N(N1)C(=CN2)C2=CC(=NC=C2)N2CC(CCC2)CNS(=O)(=O)C N-((1-(4-(6-(Methylamino)imidazo[1,2-b]pyridazin-3-yl)pyridin-2-yl)piperidin-3-yl)methyl)methanesulfonamide